ClC1=CC=C(C=C1)C(C(=O)O)C 2-(4-chloro-phenyl)-propionic acid